4-{(3S)-3-[(ethoxycarbonyl)amino]pyrrolidin-1-yl}-2'-oxospiro[cyclohexane-1,3'-indole]-1'(2'H)-carboxylic acid ethyl ester C(C)OC(=O)N1C(C2(C3=CC=CC=C13)CCC(CC2)N2C[C@H](CC2)NC(=O)OCC)=O